(S)-methyl 6-(2-(2-((6-(4-fluoro-3-(1-(3-(((4-methyl-5-(pyrimidin-4-yl)-4H-1,2,4-triazol-3-yl)methyl)amino)benzamido)ethyl)phenoxy)hexyl)oxy)ethoxy)ethoxy)hexanoate FC1=C(C=C(OCCCCCCOCCOCCOCCCCCC(=O)OC)C=C1)[C@H](C)NC(C1=CC(=CC=C1)NCC1=NN=C(N1C)C1=NC=NC=C1)=O